(1r,3r)-N-((8-((diphenylmethylene)amino)-6-fluoroisoquinolin-5-yl)methyl)-3-(4-fluoro-3-(trifluoromethyl)phenoxy)cyclobutan-1-amine C1(=CC=CC=C1)C(C1=CC=CC=C1)=NC=1C=C(C(=C2C=CN=CC12)CNC1CC(C1)OC1=CC(=C(C=C1)F)C(F)(F)F)F